C1(CC1)OC=1C=C2C(=CC(=NC2=CC1)F)CCNC(C)=O N-(2-(6-cyclopropyloxy-2-fluoroquinolin-4-yl)ethyl)acetamide